OC1CC(C1)(C1=NN=CN1C)C=1C=C(C=CC1)N1C(C2=C(C(=C1)C(F)(F)F)C=C(N2)CN2C[C@H](CCC2)C)=O 6-(3-((1s,3R)-3-hydroxy-1-(4-methyl-4H-1,2,4-triazol-3-yl)cyclobutyl)phenyl)-2-(((S)-3-methylpiperidin-1-yl)methyl)-4-(trifluoromethyl)-1,6-dihydro-7H-pyrrolo[2,3-c]pyridin-7-one